C1(CC1)CN1C(N(C(C2=CC(=CC=C12)S(NC1(CC1)C)(=O)=O)=O)NC(C#CC)=O)=O N-(1-(cyclopropylmethyl)-6-(N-(1-methylcyclopropyl)sulfamoyl)-2,4-dioxo-1,4-dihydroquinazolin-3(2H)-yl)but-2-ynamide